4,4'-(1-methyl-ethylidene)biscyclohexanol CC(C)(C1CCC(CC1)O)C1CCC(CC1)O